NC1=NC=NC=2N(C3=CC=C(C=C3C21)Cl)CC(=O)N2[C@@H]1C[C@@H]1C[C@H]2C(=O)NC2=NC(=CC=C2)Br (1R,3S,5R)-2-(2-(4-amino-6-chloro-9H-pyrimido[4,5-b]indol-9-yl)acetyl)-N-(6-bromopyridin-2-yl)-2-azabicyclo[3.1.0]hexane-3-carboxamide